OC1=CC=CC2=C1N=NN(C2=O)CC(=O)N[C@@H](C)C2=CC=C(C=C2)OC(F)(F)F (S)-2-(8-hydroxy-4-oxobenzo[d][1,2,3]triazin-3(4H)-yl)-N-(1-(4-(trifluoromethoxy)phenyl)ethyl)acetamide